C(#N)C1=CC(CC(C1=O)(C)C)(C)CN(C(C1=CC=CC=C1)=O)C N-((3-cyano-1,5,5-trimethyl-4-oxocyclohex-2-en-1-yl)methyl)-N-methylbenzamide